NOCC(=O)NNC(CCCC[C@@H]1SC[C@@H]2NC(=O)N[C@H]12)=O N-(aminooxyacetyl)-N'-biotinylhydrazine